BrC1CS(CC1)(=O)=O 3-bromo-1λ6-thiolane-1,1-dione